C(#N)N1C[C@@H](CC1)NC(C1=C(C=C(C=C1)N1C=NC(=C1)C)F)=O (R)-N-(1-cyanopyrrolidin-3-yl)-2-fluoro-4-(4-methyl-1H-imidazol-1-yl)benzamide